C(C)SC=1OC2=C(C=C(C=C2C(C1C)=O)C)C(C)NC1=C(C=CC=C1)SNC(C)=O N-[2-[1-(2-ethylsulfanyl-3,6-dimethyl-4-oxo-chromen-8-yl)ethylamino]phenyl]sulfanylacetamide